N-(1,1-dimethylsilacyclohexan-4-yl)-6-phenyl-1H-pyrrolo[2,3-b]pyridine-2-carboxamide C[Si]1(CCC(CC1)NC(=O)C1=CC=2C(=NC(=CC2)C2=CC=CC=C2)N1)C